N-(2-cyano-7-phenylisoindolin-5-yl)-1-methyl-1H-pyrazole-5-carboxamide C(#N)N1CC2=C(C=C(C=C2C1)NC(=O)C1=CC=NN1C)C1=CC=CC=C1